N-(3-(((trans)-4-(trifluoromethyl)cyclohexyl)oxy)-2,3-dihydro-1H-inden-5-yl)acrylamide FC([C@@H]1CC[C@H](CC1)OC1CCC2=CC=C(C=C12)NC(C=C)=O)(F)F